(1R,3S,5R)-2-azabicyclo[3.1.0]hexane-2,3-dicarboxylic acid O2-tert-butyl ester O3-methyl ester COC(=O)[C@H]1N([C@@H]2C[C@@H]2C1)C(=O)OC(C)(C)C